C(C)(C)N1CCC(CC1)C1=NN(C(=C1)NC(C1=NC(=CC=C1)C=1C=NNC1)=O)C1=NC=CC=C1 N-(3-(1-isopropylpiperidin-4-yl)-1-(pyridin-2-yl)-1H-pyrazol-5-yl)-6-(1H-pyrazol-4-yl)picolinamide